3-(difluoromethyl)-1-methyl-N-(2-(2-methylpyridin-4-yl)-1H-pyrrolo[3,2-c]pyridin-6-yl)-1H-pyrazole-5-carboxamide FC(C1=NN(C(=C1)C(=O)NC1=CC2=C(C=N1)C=C(N2)C2=CC(=NC=C2)C)C)F